bis[2-(isopropyldimethoxysilyl)1-ethyl-1,3-butanedione] platinum (II) [Pt+2].C(C)(C)[Si](C(C(=O)CC)C(C)=O)(OC)OC.C(C)(C)[Si](C(C(=O)CC)C(C)=O)(OC)OC